benzyl (3R)-3-(cyclopropylamino)pyrrolidine-1-carboxylate C1(CC1)N[C@H]1CN(CC1)C(=O)OCC1=CC=CC=C1